C(CCC)C=1N(C2=C(C(=NC=3C=CC=CC23)N)N1)CCCS(=O)(=O)C 2-Butyl-1-[3-(methylsulfonyl)-propyl]-1H-imidazo[4,5-c]chinolin-4-amin